trimethyl-[2-[(2,4,5-trichloropyrrolo[2,3-d]pyrimidin-7-yl)methoxy]ethyl]silane C[Si](CCOCN1C=C(C2=C1N=C(N=C2Cl)Cl)Cl)(C)C